C(C)N(CC)C(C)O[Si](OCC)(OCC)C N,N-diethylamino-methyl-triethoxysilane